tert-butyl (1S,3S,5S)-5-methyl-3-(((R)-1-(1-(phenylsulfonyl)-1H-pyrrolo[3,2-c]pyridin-2-yl)ethyl)carbamoyl)-2-azabicyclo[3.1.0]hexane-2-carboxylate C[C@@]12C[C@H](N([C@H]2C1)C(=O)OC(C)(C)C)C(N[C@H](C)C1=CC=2C=NC=CC2N1S(=O)(=O)C1=CC=CC=C1)=O